IC1=CC=C(C(=N1)OC)OC 6-iodo-2,3-dimethoxypyridine